C(CCCCCCCCCCCCCCCCC)NN octadecanyl-hydrazine